C(C)(C)(C)OC(=O)N[C@H](C(=O)O)CC1=CC=C(C=C1)OS(=O)(=O)F (S)-2-((tert-butoxycarbonyl)amino)-3-(4-((fluorosulfonyl)oxy)phenyl)propanoic acid